7-bromo-5-nitro-benzofuran-2-carboxylic acid BrC1=CC(=CC=2C=C(OC21)C(=O)O)[N+](=O)[O-]